nickel lead zinc [Zn].[Pb].[Ni]